N-(4-(1-(N-carbamoylsulfamoyl)-1,2,3,6-tetrahydropyridin-4-yl)phenyl)-5-fluoroisoindoline-2-carboxamide C(N)(=O)NS(=O)(=O)N1CCC(=CC1)C1=CC=C(C=C1)NC(=O)N1CC2=CC=C(C=C2C1)F